10-fluoro-2-octyldecan-1-ol FCCCCCCCCC(CO)CCCCCCCC